6-(4-isopropyl-5-(8-methyl-[1,2,4]triazolo[1,5-a]pyridin-6-yl)-1H-pyrazol-3-yl)-2-methyl-1,2,3,4-tetrahydroisoquinoline C(C)(C)C=1C(=NNC1C=1C=C(C=2N(C1)N=CN2)C)C=2C=C1CCN(CC1=CC2)C